3-(1H-tetrazol-5-yl)pyridine N1N=NN=C1C=1C=NC=CC1